2-(2-isopropylphenyl)-9-(4-(4-(4-methoxyphenyl)-1H-1,2,3-triazol-1-yl)benzyl)-7,9-dihydro-8H-purin-8-one C(C)(C)C1=C(C=CC=C1)C1=NC=C2NC(N(C2=N1)CC1=CC=C(C=C1)N1N=NC(=C1)C1=CC=C(C=C1)OC)=O